ClC1=NC=NC2=C1N(C=1C=CC(=CC21)C(=O)O)CC(F)(F)F 4-chloro-5-(2,2,2-trifluoroethyl)pyrimido[5,4-b]indole-8-carboxylic acid